N=1C=NCC1CCC(=O)N 3-(4H-imidazol-5-yl)propanamide